O1C=NC(=C1)C1(CC1)NC(OC(C)(C)C)=O tert-butyl N-(1-oxazol-4-ylcyclopropyl)carbamate